water Palladium [Pd].O